N/C(/NC)=N/C1=NC=C(C(=O)N(CC2=NC=C(C=C2)C(F)(F)F)[C@H](C)C2=C(C=C(C=C2)F)F)C=C1 (R,Z)-6-((amino(methylamino)methylene)amino)-N-(1-(2,4-difluorophenyl)ethyl)-N-((5-(trifluoromethyl)pyridin-2-yl)methyl)nicotinamide